BrC1=CC2=C(C(=N1)NC=1C(=CC(=C(C(=O)NC(C)C)C1)C)F)N(C=N2)C(C)C 5-({6-bromo-3-isopropylimidazo[4,5-c]pyridin-4-yl}amino)-4-fluoro-N-isopropyl-2-methylbenzamide